(4-(bis(2,4-dimethoxybenzyl)amino)-2-(pent-2-yloxy)imidazo[2,1-f][1,2,4]triazin-7-yl)(cyclohexyl)methanol COC1=C(CN(C2=NC(=NN3C2=NC=C3C(O)C3CCCCC3)OC(C)CCC)CC3=C(C=C(C=C3)OC)OC)C=CC(=C1)OC